C1(CC1)CC(=O)C1=CC(=C(C=C1)COCOC)F 2-cyclopropyl-1-(3-fluoro-4-((methoxymethoxy)methyl)phenyl)ethan-1-one